C(#N)C1=CC(=C(COC2=NC(=NC=C2)NC2CCN(CC2)CC2=NC3=C(N2C[C@H]2OCC2)C=C(C=C3)C(=O)O)C=C1)F (S)-2-((4-((4-((4-cyano-2-fluorobenzyl)oxy)pyrimidin-2-yl)amino)piperidin-1-yl)methyl)-1-(oxetan-2-ylmethyl)-1H-benzo[d]imidazole-6-carboxylic acid